2-oxo-6-(trifluoromethyl)-5-(4-((6-(trifluoromethyl)pyridin-3-yl)methoxy)phenyl)-1,2-dihydropyridine-3-carboxamide O=C1NC(=C(C=C1C(=O)N)C1=CC=C(C=C1)OCC=1C=NC(=CC1)C(F)(F)F)C(F)(F)F